C(C)(C)(C)N(C(O)=O)CCOCCOCCOCCOCCN1N=NC(=C1)CCCCCCO.C(#N)C1=C(C(=O)N)C=C(C=N1)NC(C(=O)N1C(CCC(C1)C)C1=CC=CC=C1)=O 2-cyano-5-(2-(5-methyl-2-phenylpiperidin-1-yl)-2-oxoacetamido)nicotinamide tert-butyl-(14-(4-(6-hydroxyhexyl)-1H-1,2,3-triazol-1-yl)-3,6,9,12-tetraoxatetradecyl)carbamate